ClC1=NC=CC(=N1)C=1C=CC(=C(C(=O)OC)C1)C methyl 5-(2-chloropyrimidin-4-yl)-2-methylbenzoate